3-(1-hydroxy-3-methylbutyl)quinoxaline OC(CC(C)C)C=1C=NC2=CC=CC=C2N1